C1(CCCCC1)C=1N=CC(=NC1)CN(C(C(F)(F)F)=O)C1=C(C=C(C(=O)OCC2=CC=CC=C2)C=C1)F benzyl 4-(N-((5-cyclohexylpyrazin-2-yl)methyl)-2,2,2-trifluoroacetamido)-3-fluorobenzoate